C(C1=CC=CC=C1)N1C2=NC=NC(=C2N=C1C1=C(C=C(C=C1)OCCN1CCN(CC1)C)C#C)OC1(CC1)C 9-benzyl-8-(2-ethynyl-4-(2-(4-methylpiperazin-1-yl)ethoxy)phenyl)-6-(1-methyl-cyclopropoxy)-9H-purine